ClC=1C(=CC(=C(C1)S(=O)(=O)NC=1SC=CN1)F)O[C@@H](C)C1=CC(=CC=C1)F (S)-5-chloro-2-fluoro-4-(1-(3-fluorophenyl)ethoxy)-N-(thiazol-2-yl)benzenesulfonamide